S1C(=NC=C1)NC12CC3(CC(CC(C1)C3)C2)NC(=O)C2=NC(=CC=C2)C 6-Methyl-pyridine-2-carboxylic acid [3-(thiazol-2-ylamino)-adamantan-1-yl]-amide